N=C1N(NC=CN1)CC(F)(F)F dihydro-3(s)-imino-2-(2,2,2-trifluoroethyl)-1,2,4-triazine